N-benzyl-2-(5-(thiazol-5-yl)pyridin-2-yl)acetamide C(C1=CC=CC=C1)NC(CC1=NC=C(C=C1)C1=CN=CS1)=O